C1(CCCC1)N1N=CC2=C1N=C(NC2=O)COC=2C=CC=C1C=CC=NC21 1-Cyclopentyl-6-[(quinolin-8-yloxy)methyl]-1H-pyrazolo[3,4-d]pyrimidin-4(5H)-one